CC1=C(C2=C(C(=N1)NC)CN(C2)C(CC2CN(C2)C2=NC=NS2)=O)C 1-[6,7-dimethyl-4-(methylamino)-1,3-dihydro-2H-pyrrolo[3,4-c]pyridin-2-yl]-2-[1-(1,2,4-thiadiazol-5-yl)azetidin-3-yl]ethanone